C(C1=CC=CC=C1)N([C@@H](CC1=CC(=C(C(=C1)OCC1=CC=CC=C1)OC)C)C(=O)O)CC1=CC=CC=C1 (S)-N,N-dibenzyl-3-methyl-4-methoxy-5-benzyloxyphenylalanine